ClC=1C(=NC=C(C1)Cl)[C@@]1(OC2=C(C=CC=C2C=C1)C1CCN(CC1)CC1=NC2=C(N1C[C@H]1OCC1)C=C(C=C2)C(=O)O)C 2-((4-((R)-2-(3,5-dichloropyridin-2-yl)-2-methyl-2H-chromen-8-yl)piperidin-1-yl)methyl)-1-(((S)-oxetan-2-yl)methyl)-1H-benzo[d]imidazole-6-carboxylic acid